methyl 5-(5-{(1S)-1-[3,5-bis(trifluoromethoxy)benzamido]ethyl}-3-cyclopropyl-1H-1,2,4-triazol-1-yl)pyrazine-2-carboxylate FC(OC=1C=C(C(=O)N[C@@H](C)C2=NC(=NN2C=2N=CC(=NC2)C(=O)OC)C2CC2)C=C(C1)OC(F)(F)F)(F)F